COC=1C(=CC=2C(=C3C(=NC2C1)CCC3)NC3CC1N(C(C3)C1)C)OC N-{6,7-dimethoxy-1H,2H,3H-cyclopenta[b]quinolin-9-yl}-6-methyl-6-azabicyclo[3.1.1]heptan-3-amine